bis(2,3-dihydroxypropyl) 3,3'-dithiodipropionate C(CCSSCCC(=O)OCC(CO)O)(=O)OCC(CO)O